BrC=1C=NC(=NC1)N1CC(CC1)O 1-(5-bromo-2-pyrimidinyl)-3-pyrrolidinol